COC1=CC(=C(C=C1OC)NC(=O)C=1OC2=CC=C(C=C2C(C1)=O)C)C(NC1=CC=C(C=C1)CCN(CC=1C=NC=C(C1)C)CC=1C=C2C=NN(C2=CC1)C)=O N-(4,5-Dimethoxy-2-((4-(2-(((1-methyl-1H-indazol-5-yl)methyl)((5-methylpyridin-3-yl)methyl)amino)ethyl)phenyl)carbamoyl)phenyl)-6-methyl-4-oxo-4H-chromene-2-carboxamide